ClC1=NC=CC(=N1)CNC(=O)C1(CN(C(C1)=O)C1=CC(=CC(=C1)Cl)Cl)C N-[(2-chloropyrimidin-4-yl)methyl]-1-(3,5-dichlorophenyl)-3-methyl-5-oxopyrrolidine-3-carboxamid